ethyl 2-(6-(4-(5-(benzyloxy)-6-methylpyrimidine-4-carbonyl)piperazin-1-yl)-2-(3,6-dihydro-2H-pyran-4-yl)-5-ethyl-7-oxo-[1,2,4]triazolo[1,5-a]pyrimidin-4(7H)-yl)acetate C(C1=CC=CC=C1)OC=1C(=NC=NC1C)C(=O)N1CCN(CC1)C1=C(N(C=2N(C1=O)N=C(N2)C=2CCOCC2)CC(=O)OCC)CC